BrC1=C(C(=C(C(=C1F)F)F)F)S(=O)(=O)N(CC(=O)N(C1=C(C=C(C(=O)O)C=C1)OC)CC1=CC(=CC(=C1)C1CC1)C(C)(C)C)CC=1C=NC=CC1C(F)(F)F 4-[[2-[(2-bromo-3,4,5,6-tetrafluoro-phenyl)sulfonyl-[[4-(trifluoromethyl)-3-pyridyl]methyl]amino]acetyl]-[(3-tert-butyl-5-cyclopropyl-phenyl)methyl]amino]-3-methoxy-benzoic acid